CN1N=CC=2C=3N=C(C=C(C(/N=C/4\NC=5C=CC(=CC5N4C[C@@H](CCCC12)C)OC1CCN(CC1)C)=O)C3)C (10R,20E)-5,10,25-trimethyl-15-[(1-methyl-4-piperidyl)oxy]-4,5,12,19,21,26-hexazapentacyclo[21.3.1.02,6.012,20.013,18]heptacosa-1(27),2(6),3,13(18),14,16,20,23,25-nonaen-22-one